C[C@@H]1CN(C[C@@H](O1)C)C(=O)C=1C2=C(N(N1)CC(=O)N1CCN(CC1)C1=CC(=C(C=C1)C)OC)CCC2 2-{3-[(2R,6S)-2,6-dimethylmorpholine-4-carbonyl]-5,6-dihydrocyclopenta[c]pyrazol-1(4H)-yl}-1-[4-(3-methoxy-4-methylphenyl)piperazin-1-yl]ethan-1-one